N1CCC(CCC1)CC1=NC2=CC=C(C=C2C(N1CC)=O)F 2-(Azepan-4-ylmethyl)-3-ethyl-6-fluoroquinazolin-4(3H)-one